3-(2-(2-cyanoacetyl)-1,3-dimethyl-1,2,3,4-tetrahydroisoquinolin-6-yl)propionic acid C(#N)CC(=O)N1C(C2=CC=C(C=C2CC1C)CCC(=O)O)C